FC1=CC2=C(N=C(N=C2O)O)N=C1C1=C(C=CC=C1OC)F 6-fluoro-7-(2-fluoro-6-methoxyphenyl)pyrido[2,3-d]pyrimidine-2,4-diol